O(C1=CC=CC=C1)C1=CC=C(C=C1)C1=NN(C2=NC=NC=C21)[C@H]2CNCCC2 (R)-3-(4-phenoxyphenyl)-1-(piperidine-3-yl)-1H-pyrazolo[3,4-d]Pyrimidine